NC[C@H](CO)O (2R)-3-aminopropan-1,2-diol